N1C=NC(=C1)C=1C=CC(=NC1)OC 5-(1H-imidazol-4-yl)-2-methoxypyridine